neohexane CCC(C)(C)C